6-Bromo-8-cyclopentyl-5-methyl-2-(2-oxoindolin-5-ylamino)pyrido[2,3-d]pyrimidin-7(8H)-one BrC1=C(C2=C(N=C(N=C2)NC=2C=C3CC(NC3=CC2)=O)N(C1=O)C1CCCC1)C